CC1=C(C=CC(=C1)C(=O)O)C.C1(=CC=C(C=C1)C(=O)OC)C methyl p-toluate (r-methyl p-toluate)